ClC=1C=CC=C2C=CC=C(C12)C1=C(C=2N=C(N=C(C2C=N1)N1C[C@H]2CC[C@@H](C1)N2C(=O)OC(C)(C)C)OC[C@H]2CN(CC2)C)F tert-butyl (1R,5S)-3-(7-(8-chloronaphthalen-1-yl)-8-fluoro-2-(((R)-1-methylpyrrolidin-3-yl)methoxy)pyrido[4,3-d]pyrimidin-4-yl)-3,8-diazabicyclo[3.2.1]octane-8-carboxylate